COC(C1=C(C=CC=C1)N(S(=O)(=O)CCCC)C)=O 2-(N-methylbutylsulfonamido)benzoic acid methyl ester